N1N=CC2=CC(=CC=C12)C=1C=CC=2N(C3=CC=C(C=C3OC2C1)C=1C=C2C=NNC2=CC1)C1CC(C1)=O 3-(3,7-di(1H-indazol-5-yl)-10H-phenoxazin-10-yl)cyclobutan-1-one